OCCOCCNC(=O)C1=CC2=C(N(C(=N2)NC=2SC3=C(N2)CCC(C3)C)C)C=C1 N-(2-(2-hydroxyethoxy)-ethyl)-1-methyl-2-((6-methyl-4,5,6,7-tetra-hydrobenzo[d]thiazol-2-yl)amino)-1H-benzo[d]-imidazole-5-carboxamide